ClC=1C(=C(C(=CC1Cl)Cl)OC(C(=O)OC1=C(C(=C(C=C1Cl)Cl)Cl)C(=O)OCC(CCC)C)=O)C(=O)OCC(CCC)C bis{3,4,6-trichloro-2-[(2-methylpentyloxy)carbonyl] phenyl}oxalate